methyl-4-(aminomethyl)hexan-1-ol CC(CCC(CC)CN)O